C(C)OC1=CC=C(C=C1)C1=CC=C(O1)C(=O)NN 5-(4-ethoxyphenyl)furan-2-carbohydrazide